CC=1N=CC(=NC1)C1=NN=CS1 5-(5-methylpyrazin-2-yl)-1,3,4-thiadiazole